2-(6-fluoro-1,1-dimethyl-isoindolin-2-yl)-N-(2-sulfamoyl-4-pyridyl)-5-(trifluoromethyl)pyridine-3-carboxamide FC1=CC=C2CN(C(C2=C1)(C)C)C1=NC=C(C=C1C(=O)NC1=CC(=NC=C1)S(N)(=O)=O)C(F)(F)F